C(CCC)N(C(OC(C)(C)C)=O)C[C@@H](C1=CN=C(S1)NC(C(C)C)=O)O tert-butyl (S)-butyl(2-hydroxy-2-(2-isobutyramidothiazol-5-yl)ethyl)carbamate